i-Butyl methacrylate C(C(=C)C)(=O)OCC(C)C